CC1=CC=C(C=C1)C1=CC=CC=2N1N=C(N2)NC(=O)C2CC2 N-(5-(4-methylphenyl)-[1,2,4]triazolo[1,5-a]pyridin-2-yl)cyclopropylcarboxamide